3-ethynyl-N-methylaniline C(#C)C=1C=C(NC)C=CC1